NC=1SC(=CN1)SC=1C=CC(=C(C(=O)O)C1)OC 5-(2-aminothiazol-5-ylsulfanyl)-2-methoxybenzoic acid